N1-methyl-N1-[(1s,4s)-4-(methanesulfonylmethyl)cyclohexyl]benzene-1,3-diamine CN(C1=CC(=CC=C1)N)C1CCC(CC1)CS(=O)(=O)C